(S)-N-(7-(3,3-dimethylbut-1-yn-1-yl)-5-methyl-4-oxo-2,3,4,5-tetrahydrobenzo[b][1,4]oxazepin-3-yl)-4-((2-methylthiazol-4-yl)methyl)pyridineamide CC(C#CC1=CC2=C(OC[C@@H](C(N2C)=O)NC(=O)C2=NC=CC(=C2)CC=2N=C(SC2)C)C=C1)(C)C